8-phenyloctaneamide C1(=CC=CC=C1)CCCCCCCC(=O)N